NCC(=O)C1=CC=C(CNC(OCC2=CC=C(C=C2)[N+](=O)[O-])=O)C=C1 4-nitrobenzyl (4-glycylbenzyl)carbamate